FC1=CC=C(C=C1)S(=O)(=N)C1=CC=C(C(=O)OC)C=C1 methyl 4-[(4-fluorophenyl)sulfonimidoyl]benzoate